CC1=CC(OC(=C1)CC(CC(C)(C)C)C)=O 4-methyl-6-(2,4,4-trimethyl-amyl)-2-pyrone